O=C([C@H](C[C@H]1C(NCC1)=O)NC(=O)[C@H]1N(CC2(CC2)C1)C([C@@H](CC(C(F)(F)F)C(F)(F)F)O)=O)COC(F)(F)F (S)-N-((S)-3-oxo-1-((S)-2-oxopyrrolidin-3-yl)-4-(trifluoromethoxy)butan-2-yl)-5-((R)-5,5,5-trifluoro-2-hydroxy-4-(trifluoromethyl)pentanoyl)-5-azaspiro[2.4]heptane-6-carboxamide